4-(3-(cyclopropylmethoxy)-4-(difluoromethoxy)phenethyl)-2,3-dihydro-1H-inden-1-one C1(CC1)COC=1C=C(CCC2=C3CCC(C3=CC=C2)=O)C=CC1OC(F)F